(3-fluoro-4-((4-(trifluoromethyl)pyridin-2-yl)carbamoyl)phenyl)boronic acid FC=1C=C(C=CC1C(NC1=NC=CC(=C1)C(F)(F)F)=O)B(O)O